(4S)-N-(3-Chloro-4-fluorophenyl)-N-methyl-3-(6-methyl-4-(1,1,1-trifluoropropan-2-yl)pyridin-2-yl)-2-oxooxazolidine-4-carboxamide ClC=1C=C(C=CC1F)N(C(=O)[C@H]1N(C(OC1)=O)C1=NC(=CC(=C1)C(C(F)(F)F)C)C)C